(S)-1-(3-(3-Cyclopropylpropoxy)-4-methoxyphenyl)-3-(2-methoxy-4-(pyrimidin-4-ylmethyl)benzyl)-4-methyltetrahydropyrimidin-2(1H)-one C1(CC1)CCCOC=1C=C(C=CC1OC)N1C(N([C@H](CC1)C)CC1=C(C=C(C=C1)CC1=NC=NC=C1)OC)=O